ClC1=CC=CC2=C1NC(=N2)C(=O)N2C(C=1C=C(C=NC1CC2)C)C (7-chloro-1H-benzo[d]imidazol-2-yl)(3,5-dimethyl-7,8-dihydro-1,6-naphthyridin-6(5H)-yl)methanone